CC1=C(C=CC=C1C)C1=C(C=C2C(=N1)C(=NN2)C=2C=NC(=CC2)N2CCN(CC2)C)OC 5-(2,3-dimethylphenyl)-6-methoxy-3-(6-(4-methylpiperazin-1-yl)pyridin-3-yl)-1H-pyrazolo[4,3-b]pyridine